methyl 5-bromo-2-ethylbenzofuran-3-carboxylate BrC=1C=CC2=C(C(=C(O2)CC)C(=O)OC)C1